3-{2-cyano-1-[4-(7H-pyrrolo-[2,3-d]pyrimidin-4-yl)-1H-pyrazol-1-yl]ethyl}-N,N-diethylbenzenesulfonamide C(#N)CC(N1N=CC(=C1)C=1C2=C(N=CN1)NC=C2)C=2C=C(C=CC2)S(=O)(=O)N(CC)CC